ClC(CC(CC(=O)OC)C)=O methyl 5-chloro-3-methyl-5-oxopentanoate